FC(CN1C(=NC=2C1=NC(=CC2)C2=CNC=1N=C(N=C(C12)NC)NC1CCC2(CCO2)CC1)C)F 5-(3-(2,2-difluoroethyl)-2-methyl-3H-imidazo[4,5-b]pyridin-5-yl)-N4-methyl-N2-((4s,7s)-1-oxaspiro[3.5]nonan-7-yl)-7H-pyrrolo[2,3-d]pyrimidine-2,4-diamine